BrC1=C(C(=C(C2=CC(=C(C=C12)Br)Br)Br)O)O 1,4,6,7-Tetrabromonaphthalene-2,3-diol